N-[3-chloro-4-[4-[2-(dimethylamino)acetyl]piperazine-1-carbonyl]phenyl]-5-[2,3-difluoro-4-(3-methyl-1H-pyrazol-4-yl)phenyl]-1-methyl-imidazole-2-carboxamide ClC=1C=C(C=CC1C(=O)N1CCN(CC1)C(CN(C)C)=O)NC(=O)C=1N(C(=CN1)C1=C(C(=C(C=C1)C=1C(=NNC1)C)F)F)C